(R)-(3-Aminopiperidin-1-yl)(2-(7-chloro-1-(cyclopropylmethyl)-6-fluoro-1H-indol-2-yl)-3,4-dihydro-5-oxa-1,2a-diazaacenaphthylen-7-yl)methanon N[C@H]1CN(CCC1)C(=O)C=1C=C2OCCN3C(=NC(C1)=C32)C=3N(C2=C(C(=CC=C2C3)F)Cl)CC3CC3